FC=1C(=CC2=C(C(NC=3CNCC(C23)N(C(=O)N2CC3=CC=C(C=C3C2)Cl)C)=O)C1)F N-(8,9-difluoro-6-oxo-1,2,3,4,5,6-hexahydrobenzo[c][1,7]naphthyridin-1-yl)-5-chloro-N-methylisoindoline-2-carboxamide